C(C)(C)(C)OC(N([C@@H]1CN(CC1)C1=NC=2N(C=C1)N=CC2C2=NC=CC=C2)C)=O (S)-methyl-(1-(3-(pyridin-2-yl)pyrazolo[1,5-a]pyrimidin-5-yl)pyrrolidin-3-yl)carbamic acid tert-butyl ester